ClC1=CC=C(C(=N1)C1=C(C=NC=C1)F)NC(CO)C=1C=2C3=C(N(C(C2C=C(C1)C)=O)C)N(N=C3)CC 9-(1-((6-Chloro-3'-fluoro-[2,4'-bipyridin]-3-yl)amino)-2-hydroxyethyl)-3-ethyl-4,7-dimethyl-3,4-dihydro-5H-pyrazolo[3,4-c]isoquinolin-5-one